ethyl 3-[3-[2-[5-[(4,6-difluoro-1H-indol-5-yl)oxy]-2-fluoro-phenyl]-3-methyl-5,6,7,8-tetrahydroimidazo[1,2-a]pyrazin-8-yl]-2-fluoro-phenyl]-2-methyl-propanoate FC1=C2C=CNC2=CC(=C1OC=1C=CC(=C(C1)C=1N=C2N(CCNC2C=2C(=C(C=CC2)CC(C(=O)OCC)C)F)C1C)F)F